ClC=1C(=C(C=C(C1CC1=C(C(=C(C=C1)O)[Si](C)(C)C)F)Cl)CC(=O)O)F 2-(3,5-dichloro-2-fluoro-4-(2-fluoro-4-hydroxy-3-(trimethylsilyl)benzyl)phenyl)acetic acid